C(C=1OCC(N1)C1=CC=CC=C1)C=1OCC(N1)C1=CC=CC=C1 2,2'-methylenebis(4-phenyl-2-oxazoline)